C([O-])(O)=O.C(C)OCC[N+](C)(C)CCOCC N,N-bis(2-ethoxyethyl)-N,N-dimethyl-ammonium bicarbonate